[C@H](C)(CC)[C@@H]1N(C2=CC=CC=C2NC1=O)C(=O)N (S)-2-((S)-sec-butyl)-3-oxo-3,4-dihydroquinoxaline-1(2H)-carboxamide